C(C1=CC=CC=C1)OC1=NC(=NC(=C1C(C)NC)C)[C@@H]1O[C@]([C@H]([C@H]1C1=C(C(=C(C=C1)F)F)OC)C)(C(F)(F)F)C (4-(benzyloxy)-2-((2R,3S,4S,5R)-3-(3,4-difluoro-2-methoxyphenyl)-4,5-dimethyl-5-(trifluoromethyl)tetrahydrofuran-2-yl)-6-methylpyrimidin-5-yl)-N-methylethan-1-amine